(4R)-1'-(1-Benzyl-1H-pyrazole-4-carbonyl)-6-chloro-5-fluoro-5'-methylspiro[benzo[d][1,3]oxazine-4,3'-piperidin]-2(1H)-one C(C1=CC=CC=C1)N1N=CC(=C1)C(=O)N1C[C@@]2(CC(C1)C)C1=C(NC(O2)=O)C=CC(=C1F)Cl